C1(CCCC1)N1N=C(C=C1C1=C(C=CC=C1OC)OC)C(=O)N[C@H](CC(=O)NC=1SC=CN1)CC1=CC=CC=C1 (3S)-3-{[1-cyclopentyl-5-(2,6-dimethoxyphenyl)-1H-pyrazol-3-yl]formamido}-4-phenyl-N-(1,3-thiazol-2-yl)butanamide